NC1=C2C(=NC=N1)N(N=C2C2=CC=C(C=C2)OC2=CC=CC=C2)C2CCN(CC2)C=2C=NN(C2)C2CCN(CC2)C(=O)OC(C)(C)C tert-butyl 4-[4-[4-[4-amino-3-(4-phenoxyphenyl)pyrazolo[3,4-d]pyrimidin-1-yl]-1-piperidyl]pyrazol-1-yl]piperidine-1-carboxylate